C(C)C1=CC2=C(NC(CC(N2C=2C=C(C#N)C=CC2)=O)=O)C2=CC=CC=C12 3-(7-Ethyl-2,4-dioxo-1,2,3,4-tetrahydro-5H-naphtho[1,2-b][1,4]diazepin-5-yl)benzonitrile